P(=O)(O)(O)OCC(C(=O)[O-])OP(=O)(O)O Bis-phosphoglycerate